8-azido-N'-propyloctanohydrazide N(=[N+]=[N-])CCCCCCCC(=O)NNCCC